(8-(3-(Benzyloxy)-4-methoxyphenyl)-7-(4-cyano-3-fluorophenyl)-3-methylimidazo[1,2-c]pyrimidine-5-yl)piperidin-4-ylcarbamate C(C1=CC=CC=C1)OC=1C=C(C=CC1OC)C=1C=2N(C(=NC1C1=CC(=C(C=C1)C#N)F)OC(NC1CCNCC1)=O)C(=CN2)C